(S)-(3-(3,5-difluorophenyl)isoxazolidin-2-yl)(7-((4-(ethylamino)-3-(trifluoromethyl)-1H-pyrrolo[2,3-b]pyridin-6-yl)amino)-2,3-dihydrobenzofuran-4-yl)methanone FC=1C=C(C=C(C1)F)[C@H]1N(OCC1)C(=O)C1=CC=C(C2=C1CCO2)NC2=CC(=C1C(=N2)NC=C1C(F)(F)F)NCC